FC=1C=C(CI)C=C(C1)F 3,5-difluorobenzyl iodide